CN1N=CC(=C1)C=1N=C2C(=NC1)N(N=N2)C[C@@H]2CN(CCO2)C2=NC=C(C=N2)N2CCN(CC2)CC2CN(C2)C (S)-2-((5-(1-methyl-1H-pyrazol-4-yl)-1H-[1,2,3]triazolo[4,5-b]pyrazine-1-yl)methyl)-4-(5-(4-((1-methylazetidin-3-yl)methyl)piperazin-1-yl)pyrimidin-2-yl)morpholine